4-(3,4-dimethoxyphenyl)-1,2,3,4-tetrahydro-2,6-naphthyridine COC=1C=C(C=CC1OC)C1CNCC2=CC=NC=C12